1-(2,6-dimethyl-4-(7-(trifluoromethyl)-3,4-dihydroisoquinolin-2(1H)-yl)benzyl)azetidine-3-carboxylic acid CC1=C(CN2CC(C2)C(=O)O)C(=CC(=C1)N1CC2=CC(=CC=C2CC1)C(F)(F)F)C